C(C)C1=NN2C(CC[C@@H]([C@@H]2COC2CCN(CC2)C2=NC=CC=N2)NS(=O)(=O)C)=C1 |r| rac-N-[(6S,7R)-2-ethyl-7-({[1-(pyrimidin-2-yl)piperidin-4-yl]oxy}methyl)-4,5,6,7-tetrahydropyrazolo[1,5-a]pyridin-6-yl]methanesulfonamide